ClC1=CC=C2C(=CC=NC2=C1)N1CCN(CC1)C(=O)C1CN(CCC1)C(=O)C1=CC=C(C=C1)CC(=O)N (4-(3-(1-(7-chloroquinolin-4-yl)piperazine-4-carbonyl)piperidine-1-carbonyl)phenyl)acetamide